(S)-methyl 2-(4-(6-((6-cyano-4-methoxypyridin-3-yl) methoxy) pyridin-2-yl)-2,5-difluorobenzyl)-1-(oxetan-2-ylmethyl)-1H-benzo[d]imidazole-6-carboxylate C(#N)C1=CC(=C(C=N1)COC1=CC=CC(=N1)C1=CC(=C(CC2=NC3=C(N2C[C@H]2OCC2)C=C(C=C3)C(=O)OC)C=C1F)F)OC